2-((2S,4S)-4-(4-(((S)-1-(dimethylamino)propan-2-yl)oxy)-6-fluoro-7-(4-fluorophenyl)-8-methyl-1H-[1,2,3]triazolo[4,5-c]quinolin-1-yl)piperidin-2-yl)acetonitrile CN(C[C@H](C)OC1=NC=2C(=C(C(=CC2C2=C1N=NN2[C@@H]2C[C@H](NCC2)CC#N)C)C2=CC=C(C=C2)F)F)C